F[C@@]1(CN(CC1)C=1C=2N(N=C(C1)C=1C(NC(NC1)=O)=O)C=CN2)C (S)-5-(8-(3-fluoro-3-methylpyrrolidin-1-yl)imidazo[1,2-b]pyridazin-6-yl)pyrimidine-2,4(1H,3H)-dione